CN=S(=O)(C)C1CCN(CC1)C(=O)C1=CC=2C(C3=CC=CC=C3C(C2C=C1)=O)=O 2-(4-(N,S-dimethylsulfonimidoyl)piperidine-1-carbonyl)anthracene-9,10-dione